ClC=1C=C(C=CC1C)NC(N(C)C)=O (3-chloro-4-methylphenyl)-1,1-dimethylurea